benzyl 3-(5-(1,3-dioxan-2-yl)-6-methoxypyridin-3-yl)-4,4-difluoropiperidine-1-carboxylate O1C(OCCC1)C=1C=C(C=NC1OC)C1CN(CCC1(F)F)C(=O)OCC1=CC=CC=C1